ClC=1N(\N=C/C=CC1)C1=C(C(=CC=C1C)OC)C chloro[(1Z)-2-(3-methoxy-2,6-dimethylphenyl)diazepine]